C(C)C1=C(OCSCC2=CNC(O2)=O)C=CC=C1 5-[(2-Ethyl-phenoxymethylthio)methyl]oxazol-2(3H)-one